3-bromo-2-chloro-5-(2,2-dimethylpropylsulfonyl)pyridine BrC=1C(=NC=C(C1)S(=O)(=O)CC(C)(C)C)Cl